(S)-N7-(3-chlorobenzyl)-3-cyclopropyl-N5-(piperidin-3-yl)pyrazolo[1,5-c]pyrimidine-5,7-diamine hydrochloride Cl.ClC=1C=C(CNC2=NC(=CC=3N2N=CC3C3CC3)N[C@@H]3CNCCC3)C=CC1